(3aR,5aS,8aS)-4-methoxy-2,2-dimethyltetrahydro-cyclopenta[2,3]furo[3,4-d][1,3]dioxol-6(5aH)-one COC1O[C@H]2[C@]3(OC(O[C@H]31)(C)C)CCC2=O